C1(=CC(=CC=C1)C=1N=C2SC3=C(N2C1)C=CC(=C3)NC(=O)C3CCNCC3)C N-(2-(m-tolyl)benzo[d]imidazo[2,1-b]thiazol-7-yl)piperidine-4-carboxamide